C1=CC=CC=2C3=CC=CC=C3C(C12)COC(=O)N[C@@H](C(=O)O)CCCCOC(C)(C)C (R)-2-((((9H-fluoren-9-yl)methoxy)carbonyl)amino)-6-(tert-butoxy)hexanoic acid